2-Phenylethanol acetate C(C)(=O)OCCC1=CC=CC=C1